C(CCCCCCCCCCCCCCCCCCCCCCCCC)OC(\C=C\C1=CC(OC)=C(O)C=C1)=O (E)-ferulic acid hexacosyl ester